[N+](=O)([O-])C=1C=C(C(=O)NCCN2CCCCC2)C=C(C1)C(F)(F)F 3-Nitro-N-[2-(1-piperidinyl)ethyl]-5-(trifluoromethyl)benzamide